3-amino-6-(4-(2-(3,5-difluorophenyl)-2-hydroxyacetamido)-2-ethylphenyl)-N-ethylpyrazine NC=1CN(C(=CN1)C1=C(C=C(C=C1)NC(C(O)C1=CC(=CC(=C1)F)F)=O)CC)CC